6,7-dichloro-1-(2-cyclopropylphenyl)pyrido[2,3-d]pyrimidine-2,4(1H,3H)-dione ClC1=CC2=C(N(C(NC2=O)=O)C2=C(C=CC=C2)C2CC2)N=C1Cl